(R)-2-amino-3-phenyl-N-(2-chlorophenyl)-propionamide N[C@@H](C(=O)NC1=C(C=CC=C1)Cl)CC1=CC=CC=C1